COC(=O)C1=C(NC=C1)C1=C(C=C(C(=O)O)C=C1)[N+](=O)[O-] 4-(3-(methoxycarbonyl)-1H-pyrrol-2-yl)-3-nitrobenzoic acid